C(#N)C=1C=NN(C1)CC(C(=O)OCC)OC(NC1=C2CCCC2=CC=2CCCC12)=O Ethyl 3-(4-cyano-1H-pyrazol-1-yl)-2-{[(1,2,3,5,6,7-hexahydro-s-indacen-4-yl)-carbamoyl]oxy}propanoate